3,4-bis(di-p-tolylphosphino)-2,5-di-p-tolylthiophene C1(=CC=C(C=C1)P(C1=C(SC(=C1P(C1=CC=C(C=C1)C)C1=CC=C(C=C1)C)C1=CC=C(C=C1)C)C1=CC=C(C=C1)C)C1=CC=C(C=C1)C)C